1,3-propanediol mononitrate [N+](=O)([O-])OCCCO